3-acetyl-7-({4-[2-(1-phenylethoxy)phenyl]pyrimidin-2-yl}amino)-4-morpholino-2H-benzopyran-2-one C(C)(=O)C=1C(OC2=C(C1N1CCOCC1)C=CC(=C2)NC2=NC=CC(=N2)C2=C(C=CC=C2)OC(C)C2=CC=CC=C2)=O